BrC1=NC=C(C(=C1)C1=C(C=NC(=C1)C)C(=O)O)OC 2'-bromo-5'-methoxy-6-methyl-(4,4'-bipyridine)-3-carboxylic acid